1-(5-(4-amino-3-(4-phenoxyphenyl)-1H-pyrazolo[3,4-d]pyrimidin-1-yl)pyridin-2-yl)piperidine-4-carbaldehyde NC1=C2C(=NC=N1)N(N=C2C2=CC=C(C=C2)OC2=CC=CC=C2)C=2C=CC(=NC2)N2CCC(CC2)C=O